[N+](=O)([O-])C1=CC=C(C=C1)F mononitrofluorobenzene